4-(piperazin-1-yl)quinazoline-6-carbonitrile N1(CCNCC1)C1=NC=NC2=CC=C(C=C12)C#N